NC1=C(SC2=NC(=CC=C21)C)C(=O)NC2CCC=1C=C(N=CC1C2)N2CCNCC2 3-amino-6-methyl-N-[3-(piperazin-1-yl)-5,6,7,8-tetrahydroisoquinolin-7-yl]thieno[2,3-b]pyridine-2-carboxamide